1-(4-{6-chloro-8-[(5-chloro-6-fluoro-1H-indazol-4-yl)oxy]-2-[(4-fluoro-1-methylpiperidin-4-yl)methoxy]pyrido[3,4-d]pyrimidin-4-yl}piperazin-1-yl)prop-2-en-1-one ClC1=CC2=C(N=C(N=C2N2CCN(CC2)C(C=C)=O)OCC2(CCN(CC2)C)F)C(=N1)OC1=C2C=NNC2=CC(=C1Cl)F